O=C(CN1CCN(CCN(CCN(CC1)CC(OC(C)(C)C)=O)CC(OC(C)(C)C)=O)CC(=O)OC(C)(C)C)NCCOCCOCCOCCOCCOCCOCCOCCOCCOCCOCCOCCOCCC(=O)O 2-oxo-1-(4,7,10-tris(2-(tert-butoxy)-2-oxoethyl)-1,4,7,10-tetraazacyclododecan-1-yl)-6,9,12,15,18,21,24,27,30,33,36,39-dodecaoxa-3-azadotetracontan-42-oic acid